CC1=C(C=C(C=C1)C(NC1=NC=CC(=C1)C(F)(F)F)=O)C#CC1=CN=C(S1)NC(OC)=O methyl (5-((2-methyl-5-((4-(trifluoromethyl)pyridin-2-yl)carbamoyl)phenyl)ethynyl)thiazol-2-yl)carbamate